FC=1C(=C2C(=NC1)NC=C2)C=2C(=NN1C2CCCC1)C1=NC=C(C=C1)F 5-Fluoro-4-[2-(5-fluoro-2-pyridyl)-4,5,6,7-tetrahydropyrazolo[1,5-a]pyridin-3-yl]-1H-pyrrolo[2,3-b]pyridine